(R)-4-{5-[(R)-(1,3-dimethyl-azetidin-3-yl)-hydroxy-(4-isopropyl-phenyl)-methyl]-pyridin-3-yl}-2-(6-methoxy-2-methyl-pyrimidin-4-yl)-but-3-yn-2-ol CN1CC(C1)(C)[C@@](C=1C=C(C=NC1)C#C[C@@](C)(O)C1=NC(=NC(=C1)OC)C)(C1=CC=C(C=C1)C(C)C)O